ethyl-3-methylimidazole tosylate S(=O)(=O)(O)C1=CC=C(C)C=C1.C(C)C1=NC=CN1C